N,2-dimethyl-N-[3-(1-methyltetrazol-5-yl)sulfanylpropyl]benzamide CN(C(C1=C(C=CC=C1)C)=O)CCCSC1=NN=NN1C